N-((2-chloroquinolin-5-yl)sulfonyl)-2-(2-ethoxy-5-methylphenyl)tetrahydrofuran-2-carboxamide ClC1=NC2=CC=CC(=C2C=C1)S(=O)(=O)NC(=O)C1(OCCC1)C1=C(C=CC(=C1)C)OCC